ClC=1C=2N(C=C(N1)C)C=C(N2)C(=O)OCC ethyl 8-chloro-6-methylimidazo[1,2-a]pyrazine-2-carboxylate